FC1=C(C=CC=C1F)O 2,3-difluoro-phenol